3-chloro-5-((1-((5-(4-fluorophenyl)-6-oxo-1-(tetrahydro-2H-pyran-2-yl)-1,6-dihydropyridazin-3-yl)methyl)-6-oxo-4-(trifluoromethyl)-1,6-dihydropyrimidin-5-yl)oxy)benzonitrile ClC=1C=C(C#N)C=C(C1)OC1=C(N=CN(C1=O)CC1=NN(C(C(=C1)C1=CC=C(C=C1)F)=O)C1OCCCC1)C(F)(F)F